2,2-dimethyl-3-(2-nitro-4-propargyloxy-phenyl)-propionate CC(C(=O)[O-])(CC1=C(C=C(C=C1)OCC#C)[N+](=O)[O-])C